(1-((3-(azetidin-3-yloxy)phenyl)sulfonyl)piperidin-4-yl)carbamic acid tert-butyl ester C(C)(C)(C)OC(NC1CCN(CC1)S(=O)(=O)C1=CC(=CC=C1)OC1CNC1)=O